C(=C([2H])[2H])(C1=CC=C(C(=O)O)C=C1)[2H] 4-(vinyl-d3)benzoic acid